tert-butyl 7-chloro-3-(4,4,5,5-tetramethyl-1,3,2-dioxaborolan-2-yl)indole-1-carboxylate ClC=1C=CC=C2C(=CN(C12)C(=O)OC(C)(C)C)B1OC(C(O1)(C)C)(C)C